FC=1C=C(C=CC1)[C@H]1[C@@H](CN(C1)CC(F)(F)F)NC(=O)NC1=C(C(=NN1C1=CC=CC=C1)OCCOC)C 1-((3S,4R)-4-(3-fluorophenyl)-1-(2,2,2-trifluoroethyl)pyrrolidin-3-yl)-3-(3-(2-methoxyethoxy)-4-methyl-1-phenyl-1H-pyrazol-5-yl)urea